N-diacetylmethylamide C(C)(=O)C([NH-])C(C)=O